C1(CCCC1)C1=C(C(=C(C=C1)NC(=O)C1=NN(C=C1)C1=CN=NC=C1)N1C[C@@H](N(CC1)C)CNC)C(F)(F)F N-[4-cyclopentyl-2-{(3S)-4-methyl-3-[(methylamino)methyl]piperazin-1-yl}-3-(trifluoromethyl)phenyl]-1-(pyridazin-4-yl)-1H-pyrazole-3-carboxamide